[5-(3-hydroxy-3-methylazetidin-1-yl)-1,3,4-thiadiazol-2-yl]methanone OC1(CN(C1)C1=NN=C(S1)C=O)C